5-((3-(4-methoxy-3-(methoxycarbonyl)phenoxy)propyl)amino)-5-oxopentanoic acid COC1=C(C=C(OCCCNC(CCCC(=O)O)=O)C=C1)C(=O)OC